FC=1C(=NC=NC1SC)O 5-fluoro-6-(methylthio)pyrimidin-4-ol